Cl.O=C1NC(CC[C@@H]1N1CC2=CC=C(C=C2C1=O)CNC(OC1CC(C1)C1=C(C=CC2=C1N=CS2)C)=O)=O (1s,3s)-3-(5-methylbenzo[d]thiazol-4-yl)cyclobutyl ((2-(2,6-dioxopiperidin-3-yl)-3-oxoisoindolin-5-yl)methyl)carbamate hydrochloride